ClC=1C(=NC(=NC1)NC=1C(=NN(C1)C1CCN(CC1)C)C)NCCCN(C(=O)C1CCC1)C N-(3-((5-chloro-2-((3-methyl-1-(1-methylpiperidin-4-yl)-1H-pyrazol-4-yl)amino)pyrimidin-4-yl)amino)propyl)-N-methylcyclobutanecarboxamide